MaleimidoSulfonate C1(C=CC(N1S(=O)(=O)[O-])=O)=O